iso-amyl alcohol trimethoxycinnamate COC1=C(C(=C(C(=O)OCCC(C)C)OC)OC)C=CC=C1